(3,4-difluorophenyl)-3-(methoxymethoxy)-5-nitro-2-(2-tetrahydropyran-4-ylethynyl)aniline FC=1C=C(C=CC1F)NC1=C(C(=CC(=C1)[N+](=O)[O-])OCOC)C#CC1CCOCC1